C(C1=CC=CC=C1)N1C[C@@H](CC1)N1C(=NC(=C1C(=O)OC)Cl)C=O methyl (R)-1-(1-benzylpyrrolidin-3-yl)-4-chloro-2-formyl-1H-imidazole-5-carboxylate